2-(but-2-yn-1-yl)-7-((2s,5r)-2,5-diethyl-4-(1-(quinoxalin-6-yl)ethyl)piperazin-1-yl)-4-methyl-2,4-dihydro-5H-pyrazolo[4,3-b]pyridin-5-one C(C#CC)N1N=C2C(N(C(C=C2N2[C@H](CN([C@@H](C2)CC)C(C)C=2C=C3N=CC=NC3=CC2)CC)=O)C)=C1